FC=1C=C(C=C(C1C1=C(CCCC2=C1C=CC(=C2)OC)C2=CC=CC=C2)F)N2CCC(CC2)CN2CCN(CC2)C=2C=C1CN(C(C1=CC2)=O)[C@@H]2C(NC(CC2)=O)=O (S)-3-(5-(4-((1-(3,5-difluoro-4-(3-methoxy-8-phenyl-6,7-dihydro-5H-benzo[7]annulen-9-yl)phenyl)piperidin-4-yl)methyl)piperazin-1-yl)-1-oxoisoindolin-2-yl)piperidine-2,6-dione